C(C)OC1=CC(=CC(=N1)N1C(C2=CC(=CC(=C2C1)C(F)(F)F)CNC1(CCC1)C)=O)C1(CC(C1)OC)C1=NN=CN1C 2-(6-ethoxy-4-((1R,3R)-3-methoxy-1-(4-methyl-4H-1,2,4-triazol-3-yl)cyclobutyl)pyridin-2-yl)-6-(((1-methylcyclobutyl)amino)methyl)-4-(trifluoromethyl)isoindolin-1-one